FC1=C(C=CC(=C1)C(F)(F)F)CN1CCC2(CN(C2)C(=O)OC(C)(C)C)CC1 tert-Butyl 7-[[2-fluoro-4-(trifluoromethyl)phenyl]methyl]-2,7-diazaspiro[3.5]nonane-2-carboxylate